3-((3-exo)-3-((4-((5-methyl-1H-pyrazol-3-yl)amino)-7-(methylamino)quinazolin-2-yl)amino)-8-azabicyclo[3.2.1]octan-8-yl)propionitrile CC1=CC(=NN1)NC1=NC(=NC2=CC(=CC=C12)NC)NC1CC2CCC(C1)N2CCC#N